diisooctyl-dithiophosphat C(CCCCC(C)C)SP(=S)(OCCCCCC(C)C)[O-]